C1C2C(OC1)CCC1CCCCC12 DODECAHYDRONAPHTHO[2,1-B]FURAN